ClC1=C(C(=CC=C1)Cl)N1C=2N(C3=C(C1=O)C=NC(=N3)NC3=CC=C1C4(CN(CC1=C3)C(C(C)(C)C)=O)CC4)C=CN2 6-(2,6-dichlorophenyl)-2-{[2'-(2,2-dimethylpropanoyl)-2',3'-dihydro-1'H-spiro[cyclopropane-1,4'-isoquinolin]-7'-yl]amino}imidazo[1,2-a]pyrimido[5,4-e]pyrimidin-5(6H)-one